(S)-N-((R)-1-(6-chloropyridin-3-yl)-3-(4-hydroxypiperidin-1-yl)propyl)-4,7-difluoro-7-isopropyl-5,6,7,8-tetrahydroacridine-2-carboxamide ClC1=CC=C(C=N1)[C@@H](CCN1CCC(CC1)O)NC(=O)C1=CC2=CC=3C[C@@](CCC3N=C2C(=C1)F)(C(C)C)F